2-(3-(morpholinyl)propoxy)-4-(3-ethynylphenylamino)pyrimidine bis(1,2,2,6,6-pentamethyl-4-piperidinyl)[[3,5-bis(1,1-dimethylethyl)-4-hydroxyphenyl]methyl]butylmalonate CN1C(CC(CC1(C)C)OC(C(C(=O)OC1CC(N(C(C1)(C)C)C)(C)C)(CCCC)CC1=CC(=C(C(=C1)C(C)(C)C)O)C(C)(C)C)=O)(C)C.N1(CCOCC1)CCCOC1=NC=CC(=N1)NC1=CC(=CC=C1)C#C